C(C)[Sn](N)(CC)CC Triethyl-(amino)tin